5-(1-(2-fluorophenyl)ethyl)-3-hydroxy-4H-benzo[e][1,2,4]thiadiazine 1,1-dioxide FC1=C(C=CC=C1)C(C)C1=CC=CC2=C1NC(=NS2(=O)=O)O